ClC=1C=C2C=CN(C2=C(C1)C1=C2C(=NC=C1)C=C(S2)CN2C(C1C(C1C2=O)(C)C)=O)CC2(CCN(CC2)C2CC2)C#N 4-((5-chloro-7-(2-((6,6-dimethyl-2,4-dioxo-3-azabicyclo[3.1.0]hexan-3-yl)methyl)thieno[3,2-b]pyridin-7-yl)-1H-indol-1-yl)methyl)-1-cyclopropylpiperidine-4-carbonitrile